tert-butyl (4R,5R,6S)-4-(6-bromo-3-fluoropyridin-2-yl)-5-fluoro-4-methyl-6-(trifluoromethyl)-5,6-dihydro-4H-1,3-oxazin-2-ylcarbamate BrC1=CC=C(C(=N1)[C@]1(N=C(O[C@@H]([C@@H]1F)C(F)(F)F)NC(OC(C)(C)C)=O)C)F